C(C)(C)(C)OC(N[C@H](C(=O)N1CCN(CC1)C1=NC=C(C=C1)C#N)C)=O (S)-1-(4-(5-cyanopyridin-2-yl)piperazin-1-yl)-1-oxopropan-2-ylcarbamic acid tert-butyl ester